(2S,3R)-5-[6-[2-(3-pyridylmethyl)quinuclidin-3-yl]oxopyridazin-3-yl]-1H-indole N1=CC(=CC=C1)C[C@@H]1N2CCC(C1C1=CC([C@H](N=N1)C=1C=C3C=CNC3=CC1)=O)CC2